2-(4-(2-(2,6-dimethylpyridin-4-yl)-3-isopropyl-1H-indol-5-yl)piperidin-1-yl)-N-(2-hydroxy-2-methylpropyl)-N-methylacetamide CC1=NC(=CC(=C1)C=1NC2=CC=C(C=C2C1C(C)C)C1CCN(CC1)CC(=O)N(C)CC(C)(C)O)C